[Ir](Br)(Br)Br.C(CCCC)=N pentanimine iridium bromide